CC=1N=C(SC1)C1(C2CCN(CC12)C1=CN=C2C(=N1)NN=C2C2=C1C=CC=NC1=CC=C2)CN (7-(4-methylthiazol-2-yl)-3-(3-(quinolin-5-yl)-1H-pyrazolo[3,4-b]pyrazin-6-yl)-3-azabicyclo[4.1.0]heptan-7-yl)methanamine